(3-fluoro-4-methoxyphenyl)benzenesulfonamide FC=1C=C(C=CC1OC)C1=C(C=CC=C1)S(=O)(=O)N